FC(OC=1C=C(C=C(C1)F)C=1C=C2N(CC3N(C2=CC1)CCN(C3)CCC#N)S(=O)(=O)C3=CC(=CC=C3)C(F)(F)F)F 3-(8-(3-(difluoromethoxy)-5-fluorophenyl)-6-(3-(trifluoromethyl)phenylsulfonyl)-4,4a,5,6-tetrahydro-1H-pyrazino[1,2-a]quinoxalin-3(2H)-yl)propionitrile